BrC=1C=2C(N=C3N(C2C=CC1)C1=CC(=CC=C1C31CCCCC1)C1CCC(CC1)CN1CCN(CC1)C=1C=C3C(N(C(C3=CC1)=O)C1C(NC(CC1)=O)=O)=O)=O 5-(4-(((1s,4s)-4-(4'-bromo-5'-oxo-5'H-spiro[cyclohexane-1,7'-indolo[1,2-a]quinazolin]-10'-yl)cyclohexyl)methyl)piperazin-1-yl)-2-(2,6-dioxopiperidin-3-yl)isoindoline-1,3-dione